4-(4-amino-7-cyano-2-(4-(2-fluoroacrylamido)phenyl)-1-methyl-1H-pyrrolo[3,2-c]pyridin-3-yl)-N-cyclobutylbenzamide NC1=NC=C(C2=C1C(=C(N2C)C2=CC=C(C=C2)NC(C(=C)F)=O)C2=CC=C(C(=O)NC1CCC1)C=C2)C#N